4-ethoxy-4-oxo-butan-2-ol C(C)OC(CC(C)O)=O